COC1=CC=C(C=C1)C(OC[C@@H]1[C@H](CC[C@@H](O1)N1C=2N=C(NC(C2N=C1)=O)NC(C(C)C)=O)O)(C1=CC=CC=C1)C1=CC=C(C=C1)OC N-(9-((2R,5S,6R)-6-((bis(4-methoxyphenyl)(phenyl)methoxy)methyl)-5-hydroxyl-tetrahydro-2H-pyran-2-yl)-6-oxo-6,9-dihydro-1H-purin-2-yl)isobutyramide